COC(/C(=C/C1=NN(C=C1)C)/NC(=O)OC(C)(C)C)=O (Z)-2-((tert-Butoxycarbonyl)amino)-3-(1-methyl-1H-pyrazol-3-yl)acrylic acid methyl ester